N-{[p-(2-{[(o-chlorophenyl)methoxymethyl]carbonylamino}ethyl)phenyl]methyl}-3-amino-2-pyrazinecarboxamide ClC1=C(C=CC=C1)COCC(=O)NCCC1=CC=C(C=C1)CNC(=O)C1=NC=CN=C1N